[N+](=O)([O-])[O-].[Sn+4].[N+](=O)([O-])[O-].[N+](=O)([O-])[O-].[N+](=O)([O-])[O-] stannum nitrate